ClC1=C(C#N)C=CC=C1OC=1C2=C(N=CN1)CN(CC2)C=2C=NN(C(C2Cl)=O)C2OCCCC2 2-Chloro-3-([7-[5-chloro-1-(oxan-2-yl)-6-oxo-1,6-dihydropyridazin-4-yl]-5H,6H,7H,8H-pyrido[3,4-d]pyrimidin-4-yl]oxy)benzonitrile